BrC1=CC(=C2C(NC(C2=C1)=O)(C)C)CCO 6-bromo-4-(2-hydroxyethyl)-3,3-dimethylisoindolin-1-one